bis-boc-1-bromo-4-(trifluoromethyl)isoquinolin-3-amine C(=O)(OC(C)(C)C)C=1C(=C2C(=C(N=C(C2=CC1)Br)N)C(F)(F)F)C(=O)OC(C)(C)C